1-(3-ethoxy-4-methoxyphenyl)-2-(methylsulfonyl)ethanamine N-acetyl-L-leucine salt C(C)(=O)N[C@@H](CC(C)C)C(=O)O.C(C)OC=1C=C(C=CC1OC)C(CS(=O)(=O)C)N